n-undecylhydrazine C(CCCCCCCCCC)NN